C(C1=CC=CC=C1)OC(=O)C=1C=NC(=CC1C1=CC(=NC=C1OC)C(F)F)Cl 6-chloro-2'-(difluoromethyl)-5'-methoxy-[4,4'-bipyridine]-3-carboxylic acid benzyl ester